CC1=NOC(=C1C)C1=CC=C(S1)S(=O)(=O)N1CCN(CC1)C[C@H](C)NC1=NC(=NC2=C(C=CC=C12)C(F)(F)F)COC N-[(2S)-1-(4-{[5-(3,4-dimethyl-1,2-oxazol-5-yl)thiophen-2-yl]sulfonyl}piperazin-1-yl)propan-2-yl]-2-(methoxymethyl)-8-(trifluoromethyl)quinazolin-4-amine